2,2-dimethyl-6-(2-oxo-propyl)-[1,3]dioxin-4-one CC1(OC(=CC(O1)=O)CC(C)=O)C